NC1(CC1C=1C=CC(=C(C1)NC(=O)[C@H]1N(C[C@H](C1)OC)C(=O)NC1=CC=C(C=C1)Cl)F)C1=CC(=CC=C1)C#N (2S,4S)-N2-(5-((-)-1-amino-1-(3-cyanophenyl)-3-cyclopropyl)-2-fluorophenyl)-N1-(4-chlorophenyl)-4-methoxypyrrolidine-1,2-dicarboxamide